C(CC)(=O)N1C=CC2=CC(=CC=C12)C1=CC=C(C(=O)NC(C)C=2C=NC=CC2)C=C1 4-(1-propionylindol-5-yl)-N-(1-(pyridin-3-yl)ethyl)benzamide